methyl ((2,6-dioxo-4-phenylcyclohexylidene)methyl)methioninate O=C1C(C(CC(C1)C1=CC=CC=C1)=O)=CN[C@@H](CCSC)C(=O)OC